NCCN1N=CN=C1C1=CC=C(C=C1)C1=CC=C(C=C1)C1=C(C2=C(NC(=N2)OC=2C=CC(=C(C(=O)O)C2)C)C=C1F)F 5-((5-(4'-(1-(2-aminoethyl)-1H-1,2,4-triazol-5-yl)-[1,1'-biphenyl]-4-yl)-4,6-difluoro-1H-benzo[d]imidazol-2-yl)oxy)-2-methylbenzoic acid